BrCC1=CC=C(C=C1)C=1C=NC(=NC1)C(F)(F)F 5-[4-(bromomethyl)phenyl]-2-(trifluoromethyl)pyrimidine